selenium-germanium-chromium [Cr].[Ge].[Se]